N-((5-(5-(difluoromethyl)-1,3,4-oxadiazol-2-yl)pyridin-2-yl)methyl)-4-fluoro-N-(3-fluorophenyl)-1-(1-isobutylazetidin-3-yl)piperidine-4-carboxamide FC(C1=NN=C(O1)C=1C=CC(=NC1)CN(C(=O)C1(CCN(CC1)C1CN(C1)CC(C)C)F)C1=CC(=CC=C1)F)F